2-((5-(2,6-dichloro-4-(6-(difluoromethyl)-3,5-dioxo-4,5-dihydro-1,2,4-triazin-2(3H)-yl)phenoxy)-2-hydroxyphenyl)sulfonamido)-N-methylacetamide ClC1=C(OC=2C=CC(=C(C2)S(=O)(=O)NCC(=O)NC)O)C(=CC(=C1)N1N=C(C(NC1=O)=O)C(F)F)Cl